4-(2-Chloro-3-fluoro-5-methoxypyridin-4-yl)-6-methylpyridine-3-carboxylic acid ClC1=NC=C(C(=C1F)C1=C(C=NC(=C1)C)C(=O)O)OC